3-Aminoisobutanoate CC(CN)C(=O)O